COC1=CC=C(C=C1C1=C(C=C(C=C1C)CCC1=CC=CC=C1)C)C=O 6-methoxy-2',6'-dimethyl-4'-phenethyl-[1,1'-biphenyl]-3-carbaldehyde